(R)-6-(4-fluoro-3-isopropyl-5-(4-(2-methoxyethyl)-2-methylpiperazin-1-yl)-1H-pyrrolo[2,3-c]pyridin-2-yl)-7,8-dimethyl-[1,2,4]triazolo[1,5-a]pyridine FC1=C2C(=CN=C1N1[C@@H](CN(CC1)CCOC)C)NC(=C2C(C)C)C=2C(=C(C=1N(C2)N=CN1)C)C